C1([C@H](O)[C@@H](O)[C@H](O)CO1)C1(O)[C@H](O)[C@@H](O)[C@H](O[C@H]2[C@H](O)[C@@H](O)[C@@H](O)[C@H](O2)CO)[C@H](O1)CO xylosyllactose